2-hydrazino-N-methyl-N-phenyl-7-(trifluoromethyl)quinazolin-4-amine N(N)C1=NC2=CC(=CC=C2C(=N1)N(C1=CC=CC=C1)C)C(F)(F)F